1-((5R,8S,10aR)-5-amino-3,3-dioxido-6-oxooctahydro-4H-pyrrolo[2,1-d][1,5]thiazocine-8-carbonyl)-4-phenylpyrrolidine-3-carbonitrile N[C@@H]1C(N2[C@@H](CCS(C1)(=O)=O)CC[C@H]2C(=O)N2CC(C(C2)C2=CC=CC=C2)C#N)=O